C(=O)(O)C1=CC=C(C=C1)C1=CC(=CC(=C1)C1=CC=C(C=C1)C(=O)O)C1=CC=C(C=C1)C(=O)O 1,3,5-tris(4'-carboxyphenyl)benzene